5-[4-(dimethylamino)1-piperidyl]pyridin-2-amine CN(C1CCN(CC1)C=1C=CC(=NC1)N)C